N1N=CC2=C(C=CC=C12)CN1N=CC2=C(C1=O)N(C1=C2SC(=N1)S(=O)(=O)C)C 6-((1H-indazol-4-yl)methyl)-4-methyl-2-(methylsulfonyl)-4,6-dihydro-5H-thiazolo[5',4':4,5]pyrrolo[2,3-d]pyridazin-5-one